[3-[4-(hydroxymethyl)triazol-1-yl]-7-oxo-1,6-diazabicyclo[3.2.1]oct-3-en-6-yl]-sulfat OCC=1N=NN(C1)C=1CN2C(N(C(C1)C2)OS(=O)(=O)[O-])=O